diphenyl ((3,4-difluorophenyl)(phenylamino)methyl)phosphonate FC=1C=C(C=CC1F)C(NC1=CC=CC=C1)P(OC1=CC=CC=C1)(OC1=CC=CC=C1)=O